O=C1NC2(C(N1CC(=O)NC1=CC=C(C=C1)C(F)(F)F)=O)CCNCC2 2-(2,4-dioxo-1,3,8-triazaspiro[4.5]decan-3-yl)-N-[4-(trifluoromethyl)phenyl]acetamide